[N+](=O)([O-])C1=C(C=NC=C1)C=1N=C2N(C=NC=C2)C1C(=O)OCC ethyl 2-(4-nitropyridin-3-yl)imidazo[1,2-c]pyrimidine-3-carboxylate